N2-acetyl-S-(2-amino-9-((1-methyl-1H-pyrazole-4-yl)methyl)-6-oxo-6,9-dihydro-1H-purin-8-yl)-N-(21-chloro-3,6,9,12,15-pentaoxahenicos-1-yl)-L-cysteinamide C(C)(=O)N[C@@H](CSC=1N(C=2N=C(NC(C2N1)=O)N)CC=1C=NN(C1)C)C(=O)NCCOCCOCCOCCOCCOCCCCCCCl